methyl-3-allyldihydrofuran-2(3H)-one CC1(C(OCC1)=O)CC=C